(2-((5-Cyanopyridin-3-yl)methoxy)-4-(((3-(2,3-dihydrobenzo[b][1,4]dioxin-6-yl))-2-methylbenzyl)amino)-5-methylbenzyl)-D-serine C(#N)C=1C=C(C=NC1)COC1=C(CN[C@H](CO)C(=O)O)C=C(C(=C1)NCC1=C(C(=CC=C1)C1=CC2=C(OCCO2)C=C1)C)C